BrC=1C=CC=2N(C1)C=C(N2)C2CC2 6-Bromo-2-cyclopropylimidazo[1,2-a]pyridine